Cl.Cl.CC=1N=CSC1C1=CC=C(CN2C(CCC2)C(=O)N)C=C1 (4-(4-methylthiazol-5-yl)benzyl)pyrrolidine-2-carboxamide dihydrochloride